Br.ClC=1C=CC(=C(C1)C1=CC(=CN=N1)NC1=NC2=CC(=CC=C2C=C1)O)F {[6-(5-chloro-2-fluorophenyl)pyridazin-4-yl]amino}quinolin-7-ol hydrobromide